C(C)(=O)OCCC1CC2(C1)CC(C2)NC(=O)C=2C=C(C=C1C=NN(C21)CC=2C=NC(=NC2)C2=CC(=CC(=C2)OC)F)Cl (Sa)-2-(6-(5-chloro-1-((2-(3-fluoro-5-methoxyphenyl)pyrimidin-5-yl)methyl)-1H-indazole-7-Carboxamido)spiro[3.3]heptan-2-yl)ethyl acetate